diazaaniline NC1=NN=CC=C1